C=CC(=C)C i-pentenen